BrC1=NN=C(S1)N1C[C@H]2CC[C@@H](C1)C2(O)C (1R,5S,8r)-3-(5-bromo-1,3,4-thiadiazol-2-yl)-8-methyl-3-azabicyclo[3.2.1]Octan-8-ol